C(C)(C)(C)C1=CC=C(C(=C1OC)C)C 6-tertiary butyl-2,3-dimethyl-anisole